CYCLOHEXYL 4-METHYLCYCLOHEXANE-1-CARBOXYLATE CC1CCC(CC1)C(=O)OC1CCCCC1